3-((4-(4-Chlorophenyl)pyrimidin-2-yl)amino)-N-(3-(6-ethoxypyridin-3-yl)-1-methyl-1H-indol-6-yl)-4-methylbenzamide ClC1=CC=C(C=C1)C1=NC(=NC=C1)NC=1C=C(C(=O)NC2=CC=C3C(=CN(C3=C2)C)C=2C=NC(=CC2)OCC)C=CC1C